C1(=CC=CC=C1)N1N=CC=2C1=NC(=NC2NC=2N=CN(C2)C2=CC(=C(C(=C2)OC)OC)OC)C(=C)C 1-phenyl-6-(prop-1-en-2-yl)-N-(1-(3,4,5-trimethoxyphenyl)-1H-imidazol-4-yl)-1H-pyrazolo[3,4-d]Pyrimidin-4-amine